N12CC3CC(CC(C1)C3)C2 azaadamantan